1-[[4-[4-(hydroxymethyl)-6-(trifluoromethyl)-2-pyridinyl]phenyl]methyl]pyrrolidin-2-one iron hydrogensulfate S(=O)(=O)(O)[O-].[Fe+2].OCC1=CC(=NC(=C1)C(F)(F)F)C1=CC=C(C=C1)CN1C(CCC1)=O.S(=O)(=O)(O)[O-]